methyl-4-(4-hydroxypiperidin-1-yl)-4-oxo-1-(phenylthio)butan-2-ylcarbamate COC(NC(CSC1=CC=CC=C1)CC(=O)N1CCC(CC1)O)=O